SC(CC(=O)O)(S)S trimercaptopropionic acid